2-[3-methoxy-4-(prop-2-ynylamino)phenyl]-2-methyl-propanenitrile COC=1C=C(C=CC1NCC#C)C(C#N)(C)C